C(C)(C)(C)OC(=O)N1CCC(=C[C@H]1C)C=1N=NC(=CC1)N.NCC(=O)N1[C@@H](C[C@H](C1)O)C(=O)NCC1=CC=C(C=C1)C1=C(N=CS1)C (2S,4R)-1-(2-aminoacetyl)-4-hydroxy-N-(4-(4-methylthiazol-5-yl)benzyl)pyrrolidine-2-carboxamide tert-butyl-(R)-4-(6-aminopyridazin-3-yl)-6-methyl-3,6-dihydropyridine-1(2H)-carboxylate